(3-methyl-1,5-pentanediol) azelate C(CCCCCCCC(=O)O)(=O)O.CC(CCO)CCO